1-aminopropyl-3-butylimidazol NC(CC)C1=NC=CN1CCCC